2-((5-chloro-2-fluoro-4-(4-hydroxy-3-isopropylbenzyl)-3-methylphenyl)amino)-N-methylacetamide ClC=1C(=C(C(=C(C1)NCC(=O)NC)F)C)CC1=CC(=C(C=C1)O)C(C)C